CC[C@H](C)CC[C@@H]1[C@H](C)CC[C@@H]2C(C)(C)CCC[C@@]12C ent-labdane